N1C(C)CCC2=CC=CC=C12 1,2,3,4-tetrahydroquinaldine